C1(CC1)C1=NN(C=C1C(=O)NC1=CC(=C(C=C1)C([2H])([2H])O)OC(F)F)CC(F)(F)F 3-cyclopropyl-N-{3-(difluoromethoxy)-4-[hydroxy(2H2)methyl]phenyl}-1-(2,2,2-trifluoroethyl)-1H-pyrazole-4-carboxamide